S1C=NC2=C1C=CC(=C2)CN(C(=O)[C@H]2N(CCC2)S(=O)(=O)C2=CC=C(C)C=C2)C2CC1(CC1(F)F)C2 (S)-N-(benzo[d]thiazol-5-ylmethyl)-N-((3S,5r)-1,1-difluorospiro[2.3]hexan-5-yl)-1-tosylpyrrolidine-2-carboxamide